C(#N)C1=CC(=C(C=C1)N1CC(N(C2(CC(C2)C(=O)NC2CC2)C1=O)CC1=CC=C(C=C1)C(F)(F)F)=O)F 8-(4-cyano-2-fluorophenyl)-N-cyclopropyl-6,9-dioxo-5-(4-(trifluoromethyl)-benzyl)-5,8-diazaspiro[3.5]-nonane-2-carboxamide